4,4'-methanediylbis(2,6-dimethylcyclohexanamine) C(C1CC(C(C(C1)C)N)C)C1CC(C(C(C1)C)N)C